FC1=C(C=C(C(=C1)[N+](=O)[O-])NC)N1CCN(CC1)C(=O)OC(C)(C)C tert-butyl 4-[2-fluoro-5-(methylamino)-4-nitro-phenyl]piperazine-1-carboxylate